OCCN1C[C@@H](CCC1)NC1=NN=C(C=2CCCCC12)C1=C(C=C(C=C1)C(F)(F)F)O 2-[4-[[(3R)-1-(2-hydroxyethyl)-3-piperidinyl]amino]-5,6,7,8-tetrahydrophthalazin-1-yl]-5-(trifluoromethyl)phenol